3-((4-(1-(azetidin-3-yl)-6-chloro-1,2,3,4-tetrahydroquinolin-8-yl)pyrrolo[2,1-f][1,2,4]triazin-6-yl)methyl)-6,6-dimethyl-3-azabicyclo[3.1.0]hexane-2,4-dione hydrochloride Cl.N1CC(C1)N1CCCC2=CC(=CC(=C12)C1=NC=NN2C1=CC(=C2)CN2C(C1C(C1C2=O)(C)C)=O)Cl